C(C)C1=C(C(=C(C(=C1C)OCCCC)C)C)O 2-Ethyl-3,5,6-trimethyl-4-butoxy-phenol